ClC1=CC=C2C(CCNC2=C1)(C)C 7-chloro-4,4-dimethyl-1,2,3,4-tetrahydroquinoline